[Br-].CC([NH+](CCCC)CCCC)C di-methyl-di-n-butyl-methyl-ammonium bromide